3-methoxycarbonylphenyliodonium hexafluorophosphate F[P-](F)(F)(F)(F)F.COC(=O)C=1C=C(C=CC1)[IH+]